CC=1N=C(SC1S(=O)(=O)N1CCN(CC1)C[C@H](C)NC1=NC=NC2=C(C=CC=C12)OC(F)(F)F)NC(OC)=O methyl N-[4-methyl-5-({4-[(2S)-2-{[8-(trifluoromethoxy)quinazolin-4-yl] amino}propyl]piperazin-1-yl} sulfonyl)-1,3-thiazol-2-yl]carbamate